tert-Butyl 2-(3-bromo-7-cyano-5-(2-methylpyrimidin-5-yl)-1H-indazol-1-yl)acetate BrC1=NN(C2=C(C=C(C=C12)C=1C=NC(=NC1)C)C#N)CC(=O)OC(C)(C)C